FC(OC1=C(C=CC=C1)N1CCC(CC1)C#N)(F)F 2-trifluoromethoxyphenyl-piperidine-4-carbonitrile